FC1=C2C(=CC=NC2=CC=C1)NC=1C=C(C(=O)NC2=CC(=CC=C2)NC2=CC=NC=C2)C=CC1 3-((5-fluoroquinolin-4-yl)amino)-N-(3-(pyridin-4-ylamino)phenyl)benzamide